CN(C=1C=C(OCCC(C(=O)O)OCC)C=CC1)C 4-[3-(DIMETHYLAMINO)PHENOXY]-2-ETHOXYBUTANOIC ACID